(S)-2-((bis(4-nitrophenoxy)phosphoryl)amino)propanoic acid 2-ethylbutyl ester C(C)C(COC([C@H](C)NP(=O)(OC1=CC=C(C=C1)[N+](=O)[O-])OC1=CC=C(C=C1)[N+](=O)[O-])=O)CC